OC1=C(C(=O)O)C(=CC(=C1CC=C(C)C)OC(CC)CC)\C=C\C1=CC=C(C=C1)C(F)(F)F (E)-2-hydroxy-3-(3-methylbut-2-en-1-yl)-4-(pent-3-yloxy)-6-(4-(trifluoromethyl)styryl)benzoic acid